5-(3-bromo-5-chloro-2-fluorophenoxy)-6-(1-hydroxyethyl)-3-(4-methoxybenzyl)pyrimidin-4(3H)-one BrC=1C(=C(OC=2C(N(C=NC2C(C)O)CC2=CC=C(C=C2)OC)=O)C=C(C1)Cl)F